(2E)-4-{[(3R)-1-{[2-({4-[4-(morpholin-4-yl)-7H-pyrrolo[2,3-d]pyrimidin-6-yl]phenyl}carbamoyl)pyridin-4-yl]methyl}piperidin-3-yl]amino}but-2-enoic acid N1(CCOCC1)C=1C2=C(N=CN1)NC(=C2)C2=CC=C(C=C2)NC(=O)C2=NC=CC(=C2)CN2C[C@@H](CCC2)NC/C=C/C(=O)O